C(C)OCCC(=O)O 3-Ethoxypropionic acid